ClCC(=O)NC12CC(C1)(C2)NC(COC2=CC(=C(C=C2)Cl)Cl)=O 2-chloro-N-(3-(2-(3,4-dichlorophenoxy)acetamido)bicyclo[1.1.1]pentan-1-yl)acetamide